1-BOC-2,2-dimethylpiperidin-4-one C(=O)(OC(C)(C)C)N1C(CC(CC1)=O)(C)C